C1(CC1)C(=O)NC1=CC(=C(N=N1)C(=O)NC)NC1=NN2C(C=CC(=C2)N2CC(C2)CC(F)F)=N1 6-(cyclopropanecarboxamido)-4-((6-(3-(2,2-difluoroethyl)azetidin-1-yl)-[1,2,4]triazolo[1,5-a]pyridin-2-yl)amino)-N-methylpyridazine-3-carboxamide